6-(2,2-Dimethylmorpholino)quinoline-4-carboxylic acid CC1(OCCN(C1)C=1C=C2C(=CC=NC2=CC1)C(=O)O)C